C(C)(C)(C)[Si](C)(C)OC(C)CCCC#C tert-butyl-(hept-6-yn-2-oxy)dimethylsilane